N-(((2S,5R)-5-((3-(4-(2,6-difluorophenoxy)-2-fluorobenzoyl)-5-fluoro-1H-pyrrolo[2,3-b]pyridin-4-yl)amino)tetrahydro-2H-pyran-2-yl)methyl)cyclopropanesulfonamide FC1=C(OC2=CC(=C(C(=O)C3=CNC4=NC=C(C(=C43)N[C@@H]4CC[C@H](OC4)CNS(=O)(=O)C4CC4)F)C=C2)F)C(=CC=C1)F